phenyl-ethylamine C1(=CC=CC=C1)NCC